C1(CC1)NC=1C2=C(N=C(C1)NC1=C(C=C(C=C1)S(=O)(=O)N1CCOCC1)OC)NC=C2C(F)(F)F N4-cyclopropyl-N6-(2-methoxy-4-(morpholinosulfonyl)phenyl)-3-(trifluoromethyl)-1H-pyrrolo[2,3-b]pyridine-4,6-diamine